methylcyclopentadienyl alcohol CC1(C=CC=C1)O